2,2,5,5-tetramethyl-tetrahydrofuran ammonium 3-[(2,3-dihydrothieno[3,4-b]-[1,4]dioxin-2-yl)methoxy]-1-methyl-1-propane-sulfonate O1C=2C(OCC1COCCC(S(=O)(=O)[O-])C)=CSC2.[NH4+].CC2(OC(CC2)(C)C)C